1,3-propandiamin C(CCN)N